ethyl 2-(4-(tert-butoxycarbonyl)-1,4-diazepan-1-yl)oxazole-4-carboxylate C(C)(C)(C)OC(=O)N1CCN(CCC1)C=1OC=C(N1)C(=O)OCC